5'-bromo-[1,1':3',1''-terphenyl] BrC=1C=C(C=C(C1)C1=CC=CC=C1)C1=CC=CC=C1